2-(2-Methoxy-pyridin-4-yl)-pentanoic acid (5-bromo-pyridin-2-yl)-amide BrC=1C=CC(=NC1)NC(C(CCC)C1=CC(=NC=C1)OC)=O